Lithium malonate oxalate borate B([O-])(O)O.C(C(=O)O)(=O)O.C(CC(=O)O)(=O)O.[Li+]